chlorothioacetanilide ClCC(=S)NC1=CC=CC=C1